(3-bromo-4-(3-bromophenyl)-2-azetidinon-1-yl)adamantanecarboxamide BrC1C(N(C1C1=CC(=CC=C1)Br)C1C2(CC3CC(CC1C3)C2)C(=O)N)=O